BrC1=CN=C2N1C=CC(=C2)F 3-bromo-7-fluoro-imidazo[1,2-a]pyridine